C(C)(C)(C)OC(N(C)CCOCCOCCOCCN(C(=O)[C@H]1N(C[C@H](C1)N=[N+]=[N-])S(=O)(=O)C1=C(C=CC=C1)[N+](=O)[O-])C)=O (1-((2S,4S)-4-azido-1-((2-nitrophenyl)sulfonyl)pyrrolidin-2-yl)-2-methyl-1-oxo-5,8,11-trioxa-2-azatridecan-13-yl)(methyl)carbamic acid tert-butyl ester